N[C@H]1C2N(CC1CC2)C(=O)C2=CC1=C(C(=C(O1)C=1N(C3=CC(=CC=C3C1)C)CC1CC1)C)C(=C2)OC ((7R)-7-amino-2-azabicyclo[2.2.1]hept-2-yl)(2-(1-(cyclopropylmethyl)-6-methyl-1H-indol-2-yl)-4-methoxy-3-methylbenzofuran-6-yl)methanone